P(O)(=O)(OP(=O)(O)OP(=O)(O)O)OC[C@@H]1[C@H]([C@H]([C@@H](O1)N1C=NC=2C(N)=NC(=NC12)N)O)O.NC=1C=C(C(=C(C1)C(C)=O)F)C(F)(F)F 1-[5-amino-2-fluoro-3-(trifluoromethyl)phenyl]Ethanone 2-aminoadenosine-5'-triphosphate